amino-1,4-benzodioxane NC1COC2=C(O1)C=CC=C2